3,6-dihydroxynaphthalene-sulfonic acid OC=1C=C(C2=CC=C(C=C2C1)O)S(=O)(=O)O